[Cl-].C(#N)C[N+]1(CCCC1)C N-(cyanomethyl)-N-methyl-N-pyrrolidinium chloride